1-benzyl-6-(2-methoxypyrimidin-5-yl)-1H-indazole C(C1=CC=CC=C1)N1N=CC2=CC=C(C=C12)C=1C=NC(=NC1)OC